2-[[(2S)-2-methoxypropanoyl]amino]benzamide CO[C@H](C(=O)NC1=C(C(=O)N)C=CC=C1)C